4-{2-[(S)-(tert-Butoxycarbonylamino)(cyclopentyl)methyl]-4-fluoro-1H-benzimidazol-5-yl}tetrahydro-furan-3-carboxylic acid methyl ester COC(=O)C1COCC1C1=C(C2=C(NC(=N2)[C@H](C2CCCC2)NC(=O)OC(C)(C)C)C=C1)F